C(N)(OC(CCC=1C=NC=C(C1)OC[C@H](C)OC=1C=NC2=CC=C(C=C2C1)B1OC(C(O1)(C)C)(C)C)(C)C)=O (S)-((5-(2-((6-(4,4,5,5-tetramethyl-1,3,2-dioxaborolan-2-yl)quinoline-3-yl)oxy)propoxy)pyridin-3-yl)methyl)tert-butyl carbamate